N-[2-(4-morpholinylcarbonyl)phenyl]-2-oxoacetamide N1(CCOCC1)C(=O)C1=C(C=CC=C1)NC(C=O)=O